[Si](C)(C)(C(C)(C)C)OCCCOC1=C(C(=CC(=C1)C(N)=O)[N+](=O)[O-])NC/C=C/CNC1=NC=C(C(=O)N)C=C1[N+](=O)[O-] (E)-6-((4-((2-(3-((tert-butyldimethylsilyl)oxy)propoxy)-4-carbamoyl-6-nitrophenyl)amino)but-2-en-1-yl)amino)-5-nitronicotinamide